CNC1=NC=CC(=C1)C[C@@H]1[C@H](N(C1=O)C(=O)N[C@H](CC)C1=CC(=CC=C1)Cl)C(=O)N(C)C1=NN(C=C1)C (2S,3R)-3-((2-methylaminopyridin-4-yl)methyl)-N2-(1-methyl-1H-pyrazol-3-yl)-N1-((R)-1-(3-chlorophenyl)propyl)-N2-methyl-4-oxoazetidine-1,2-dicarboxamide